OC1(CCN(CC1)C(CC(C)C1=CC=CC=C1)=O)CN1C=NC=2C(C1=O)=NN(C2C2=CC=C(CNCC(=O)NCCCCCCCCCCNC(C)=O)C=C2)C N-(10-(2-((4-(6-((4-hydroxy-1-(3-phenylbutanoyl)piperidin-4-yl)methyl)-2-methyl-7-oxo-6,7-dihydro-2H-pyrazolo[4,3-d]pyrimidin-3-yl)benzyl)amino)acetamido)decyl)acetamide